methyl-4-[(1-methylcyclopropyl)amino]-N-[1-(pyrimidin-4-yl)azetidin-3-yl]furo[2,3-d]pyrimidine-5-carboxamide CC=1N=C(C2=C(N1)OC=C2C(=O)NC2CN(C2)C2=NC=NC=C2)NC2(CC2)C